COC1=NC=C(C=2N1N=C(N2)S(=O)(=O)Cl)F 5-methoxy-8-fluoro-[1,2,4]triazolo[1,5-C]pyrimidine-2-sulfonyl chloride